BrC1=C(C=CC=C1)N1C(=NC2=C1C=CC=C2)C 1-(2-bromophenyl)-2-Methyl-1H-benzo[d]imidazole